2-[[6-cyano-5-(trifluoromethyl)-pyridin-3-yl]carbamoyl]-3,3,3-trifluoro-2-hydroxypropionic acid ethyl ester C(C)OC(C(C(F)(F)F)(O)C(NC=1C=NC(=C(C1)C(F)(F)F)C#N)=O)=O